2-(benzo[d][1,3]oxathiol-6-yl)ethan O1CSC2=C1C=C(C=C2)CC